FC=1C=C(C(=NC1C)C)C1=CC=C(C(C=C1)=O)O 5-(5-fluoro-2,6-dimethylpyridin-3-yl)-2-hydroxycyclohepta-2,4,6-trien-1-one